ClC=1C(=C2C=NNC2=C(C1F)C(C)NC(C(F)(F)F)=O)C1=CC=2N(C=C1)N=C(C2)NC(=O)C2C(C2)F N-(5-(5-chloro-6-fluoro-7-(1-(2,2,2-trifluoroacetamido)ethyl)-1H-indazol-4-yl)pyrazolo[1,5-a]pyridin-2-yl)-2-fluorocyclopropane-1-carboxamide